2-(5-(3-(cyclobutylethynyl)phenyl)-2-(cyclopropyl-(hydroxy)methyl)-1-(3-fluoro-4-sulfamoylbenzyl)-1H-pyrrol-3-yl)thiazole-4-carboxylic acid C1(CCC1)C#CC=1C=C(C=CC1)C1=CC(=C(N1CC1=CC(=C(C=C1)S(N)(=O)=O)F)C(O)C1CC1)C=1SC=C(N1)C(=O)O